FC1=C(C=C(C(=C1OC)C(C)C)OC)C1=NC2=CC=CC=C2N=C1 2-(2-Fluoro-4-isopropyl-3,5-dimethoxyphenyl)quinoxaline